FC=1C(=NC=NC1OC)O 5-fluoro-6-methoxypyrimidin-4-ol